2-[(4-Hydroxy-1-methyl-7-phenoxyisoquinoline-3-carbonyl)amino]acetic acid OC1=C(N=C(C2=CC(=CC=C12)OC1=CC=CC=C1)C)C(=O)NCC(=O)O